FC1=CC=C(C=C1)N1N=CC2=CC(=CC=C12)N1[C@@H]([C@H](C(C1=O)(C)C)NC(=O)C1CC1)C1=CC=CC=C1 N-[(2R,3S)-1-[1-(4-fluorophenyl)-1H-indazol-5-yl]-4,4-dimethyl-5-oxo-2-phenyl-pyrrolidin-3-yl]-cyclopropanecarboxylic acid amide